N-((4R,5S,7R,8R,9S,10R)-8,10-dihydroxy-7-(hydroxymethyl)-9-(4-(3,4,5-trifluorophenyl)-1H-1,2,3-triazol-1-yl)-1,6-dioxaspiro[4.5]dec-4-yl)-2-phenoxybenzamide O[C@H]1[C@H](O[C@@]2([C@@H](CCO2)NC(C2=C(C=CC=C2)OC2=CC=CC=C2)=O)[C@@H]([C@H]1N1N=NC(=C1)C1=CC(=C(C(=C1)F)F)F)O)CO